9-(2,6-difluoro-4-(1-methyl-4-(trifluoromethyl)-1H-imidazol-2-yl)benzyl)-2-(2-isopropylpyridin-3-yl)-7-methyl-7,9-dihydro-8H-purin-8-one FC1=C(CN2C3=NC(=NC=C3N(C2=O)C)C=2C(=NC=CC2)C(C)C)C(=CC(=C1)C=1N(C=C(N1)C(F)(F)F)C)F